ClC=1C(=C2C(=NC1NC1=NC(=CC(=C1)NC)C)CCO2)C=2CCCNCC2 N2-[6-chloro-7-(2,3,4,7-tetrahydro-1H-azepin-5-yl)-2,3-dihydrofuro[3,2-b]pyridin-5-yl]-N4,6-dimethyl-pyridine-2,4-diamine